ClC1=C(C=CC(=C1)N1C(CCC1)=O)C(C(=O)OC)C Methyl 2-(2-chloro-4-(2-oxopyrrolidin-1-yl)phenyl)propanoate